N=1C=C(N2C1C=CC=C2)C2CN(CCN2)C=2C1=C(N=C(N2)C(C)C)NC=C1 4-(3-(imidazo[1,2-a]pyridin-3-yl)piperazin-1-yl)-2-isopropyl-7H-pyrrolo[2,3-d]pyrimidine